NC=1SCC2(N1)COCC1=CC=C(C=C12)NC(=O)C1=NC=C(N=C1)OC N-(2'-amino-5'H-spiro[isochroman-4,4'-thiazol]-6-yl)-5-methoxypyrazine-2-carboxamide